6-((S)-2-methyl-pyrrolidine-1-carbonyl)-3,4-dihydro-1H-pyrrolo[2,1-c][1,4]oxazine-8-carboxylic acid [(R)-1-(4-chloro-phenyl)-propyl]-amide ClC1=CC=C(C=C1)[C@@H](CC)NC(=O)C=1C=C(N2C1COCC2)C(=O)N2[C@H](CCC2)C